4,4-dicarboxyl-azobenzene C(=O)(O)C1(CC=C(C=C1)N=NC1=CC=CC=C1)C(=O)O